2-ethyl-9,10-bis(n-dodecanoyloxy)anthracene bis(2-pentylheptyl)11-(2-(diethylamino)ethyl)-6,16-diisobutyl-7,15-dioxo-8,14-dioxa-6,11,16-triazahenicosanedioate C(CCCC)C(COC(CCCCN(C(OCCN(CCOC(N(CCCCC(=O)OCC(CCCCC)CCCCC)CC(C)C)=O)CCN(CC)CC)=O)CC(C)C)=O)CCCCC.C(C)C1=CC2=C(C3=CC=CC=C3C(=C2C=C1)OC(CCCCCCCCCCC)=O)OC(CCCCCCCCCCC)=O